6-(4-Chloro-2-fluoro-phenyl)-pyrimidine-4-carboxylic acid pyrimidin-5-yl-amide N1=CN=CC(=C1)NC(=O)C1=NC=NC(=C1)C1=C(C=C(C=C1)Cl)F